[Si](C1=CC=CC=C1)(C1=CC=CC=C1)(C(C)(C)C)OC(CC(C)(C)O)=O O-TBDPS-3-hydroxy-3,3-dimethylpropanoic acid